N1=CC=C(C=C1)N1CCN(CC1)CC=1NC2=CC=C(C=C2C1)N 2-[[4-(4-pyridinyl)piperazin-1-yl]methyl]-1H-indol-5-amine